N-(1-(cyanomethyl)cyclopropyl)-4-(4-((3-ethyl-9-fluoro-2-oxo-2,3-dihydro-1H-pyrimido[4,5,6-de]quinazolin-8-yl)methyl)piperazin-1-yl)-2,3-difluorobenzamide C(#N)CC1(CC1)NC(C1=C(C(=C(C=C1)N1CCN(CC1)CC1=CC=2C3=C(N(C(NC3=C1F)=O)CC)N=CN2)F)F)=O